spiro[fluorene-9,1'-indene] C12(C=CC3=CC=CC=C13)C1=CC=CC=C1C=1C=CC=CC12